6-(5-chloro-1,1-dioxido-3-oxoisothiazol-2(3H)-yl)hexanoic acid ClC1=CC(N(S1(=O)=O)CCCCCC(=O)O)=O